methyl-1,5-pentanediol di(n-undecanoate) C(CCCCCCCCCC)(=O)OC(CCCCOC(CCCCCCCCCC)=O)C